4-hydroxybenzylideneacetone OC1=CC=C(C=CC(C)=O)C=C1